FC1(OC2=C(O1)C=CC(=C2)[C@H](C)NC2=NC=CC(=C2)N2N=C(C=1CCC[C@H](C21)O)C(F)(F)F)F (7R)-1-[2-[[(1S)-1-(2,2-difluoro-1,3-benzodioxol-5-yl)ethyl]amino]-4-pyridinyl]-3-(trifluoromethyl)-4,5,6,7-tetrahydroindazol-7-ol